[Si](C)(C)(C(C)(C)C)OC1CC=2N(N=C(C2)OS(=O)(=O)C(F)(F)F)C1 5-((tert-butyldimethylsilyl)oxy)-5,6-dihydro-4H-pyrrolo[1,2-b]pyrazol-2-yl-triflate